FC1=CC2=C(CS(C2)=O)C=C1 1,3-dihydro-5-fluoro-2-oxobenzo[c]thiophene